O[C@@H]1CN(CCC1)NC(=O)NC1=CN=C(S1)N1C=CC2=C1N=CN=C2N2C(CCC2)C2=NC(=CC=C2)OC 1-((S)-3-hydroxypiperidin-1-yl)-3-(2-(4-(2-(6-methoxypyridin-2-yl)pyrrolidin-1-yl)-7H-pyrrolo[2,3-d]pyrimidin-7-yl)thiazol-5-yl)urea